2-(((tert-butyldimethylsilyl)oxy)methyl)-4-(trifluoromethyl)thiazole [Si](C)(C)(C(C)(C)C)OCC=1SC=C(N1)C(F)(F)F